2-(4-((3-(4-Bromophenyl)-2-oxoimidazolin-1-yl)methyl)-2,6-dimethylphenoxy)-2-methylpropanoic acid ethyl ester C(C)OC(C(C)(C)OC1=C(C=C(C=C1C)CN1C(N(CC1)C1=CC=C(C=C1)Br)=O)C)=O